FC(CN1C=NC2=C1C=C(C=C2F)C=2C(=CN1N=C(N=C(C12)OC([2H])([2H])[2H])N[C@@H]1[C@@H](CN(CC1)C(C)=O)F)F)F 1-((3R,4S)-4-((5-(1-(2,2-difluoroethyl)-4-fluoro-1H-benzo[d]imidazol-6-yl)-6-fluoro-4-(methoxy-d3)pyrrolo[2,1-f][1,2,4]triazin-2-yl)amino)-3-fluoropiperidin-1-yl)ethan-1-one